N-(4-(4-amino-(4-phenoxyphenyl)-1H-pyrazolo[3,4-d]pyrimidin-1-yl)cyclohexyl)-2-(dimethylamino)acetamide NC1=C2C(=NC=N1)N(N=C2C2=CC=C(C=C2)OC2=CC=CC=C2)C2CCC(CC2)NC(CN(C)C)=O